(E)-(5-(3-(3'-fluoro[1,1'-biphenyl]-2-yl)-3-oxoprop-1-en-1-yl)-2-methoxyphenol) phosphate P(=O)(O)(O)OC1=C(C=CC(=C1)\C=C\C(=O)C1=C(C=CC=C1)C1=CC(=CC=C1)F)OC